BrC1=CN=C(O1)N1C(CCC1)=O 1-(5-bromooxazol-2-yl)pyrrolidin-2-one